FC1=C(C(=CC(=C1)C1=NN=C2N1CCCC2)O)N2CC(NS2(=O)=O)=O 5-(2-Fluoro-6-hydroxy-4-(5,6,7,8-tetrahydro-[1,2,4]triazolo[4,3-a]pyridin-3-yl)phenyl)-1,2,5-thiadiazolidin-3-one 1,1-dioxide